C(C(C)(C)C)(=O)[O-].[Pb+2].C(C(C)(C)C)(=O)[O-] Lead(II) pivalate